NCCOCCOCCC(=O)NC1=C(C(=O)NC=2SC(=C(N2)C)C)C=CC(=C1)F 2-(3-(2-(2-aminoethoxy)ethoxy)propanamido)-N-(4,5-dimethylthiazol-2-yl)-4-fluorobenzamide